C(C)(=O)OC1C2C3C=CCC3C(C1)C2 4,7-methano-3a,4,5,6,7,7a-hexa-hydro-5-indenyl acetate